2-bromoacetic acid azide BrCC(=O)N=[N+]=[N-]